6-(8-bromo-N-hexyloctanamido)hexyl 2-hexyldecanoate 6-(8-Bromo-N-hexyloctanamido)hexyl-2-hexyldecanoate BrCCCCCCCC(=O)N(CCCCCC)CCCCCCOC(C(CCCCCCCC)CCCCCC)=O.C(CCCCC)C(C(=O)OCCCCCCN(C(CCCCCCCBr)=O)CCCCCC)CCCCCCCC